O1CCN(CC1)CCN1/C(/SCC1=O)=N/C1=CC=C(C#N)C=C1 (Z)-4-((3-(2-morpholinoethyl)-4-oxothiazolidin-2-ylidene)amino)benzonitrile